N-[4-(3-cyanophenyl)-5-(2,6-dimethyl-4-pyridinyl)thiazol-2-yl]-6-hydroxy-6-methyl-2-azaspiro[3.3]heptane-2-carboxamide C(#N)C=1C=C(C=CC1)C=1N=C(SC1C1=CC(=NC(=C1)C)C)NC(=O)N1CC2(C1)CC(C2)(C)O